4-(8-bromo-6-methylpyrido[3,2-d]pyrimidin-2-yl)morpholine BrC1=CC(=NC2=C1N=C(N=C2)N2CCOCC2)C